ClC1=NC(=CC(=N1)CN1C(C2=CC=CC=C2C1=O)=O)CO 2-((2-chloro-6-(hydroxymethyl)pyrimidin-4-yl)methyl)isoindoline-1,3-dione